C(=C)C=1C=C(C(N(C1)C)=O)C(=O)N 5-ethenyl-1-methyl-2-oxopyridine-3-carboxamide